NC1=C(C=CC(=C1)CC1=CC(=C(C=C1)O)N)O 2-Amino-4-(3-Amino-4-hydroxybenzyl)phenol